C(#N)COC1=C(C(=C(C=C1)C1=CN=C(N1C)C(=O)NC1=CC(=C(C=C1)C(NCCCN1CCNCC1)=O)C)F)F 5-[4-(cyanomethoxy)-2,3-difluoro-phenyl]-1-methyl-N-[3-methyl-4-(3-piperazin-1-ylpropylcarbamoyl)phenyl]imidazole-2-carboxamide